CCCCCCCCC(/C=C/CCCCCCC(=O)[O-])OO The molecule is a hydroperoxy fatty acid anion resulting from the deprotonation of the carboxy group of 10-hydroperoxy-8E-octadecenoic acid. The major species at pH 7.3. It is a hydroperoxy fatty acid anion and a hydroperoxyoctadecenoate. It is a conjugate base of a 10-hydroperoxy-8E-octadecenoic acid.